C(C(C)C)C1C(N(CCC1)CC(C)C)(CC(C)C)CC(C)C tetraisobutylpiperidine